C1(CC1)CN1C(=CC2=CC(=CC(=C12)C=1C=NC(=CC1CC)C)C(=O)N1CCN(CC1)C1=NC=C(C=C1OC)F)C=1CNCCC1 (1-(Cyclopropylmethyl)-7-(4-ethyl-6-methylpyridin-3-yl)-2-(1,2,5,6-tetrahydropyridin-3-yl)-1H-indol-5-yl)(4-(5-fluoro-3-methoxypyridin-2-yl)piperazin-1-yl)methanone